BrC=1C(=C2C(=NC1)NC=C2C2=CC=C(C=C2)CNC)Cl 1-(4-(5-bromo-4-chloro-1H-pyrrolo[2,3-b]pyridin-3-yl)phenyl)-N-methyl-methylamine